chloro(dimethyl)(vinyl)silane Cl[Si](C=C)(C)C